methyl-2,3-epoxypropanesulfonate COS(=O)(=O)CC1CO1